COC=1C=C2CCN(CC2=CC1OC)CCC1=CC=C(C=C1)NC(=O)C=1OC2=C3C(=CC=C2C(C1)=O)C=CC=C3 N-(4-(2-(6,7-dimethoxy-3,4-dihydroisoquinolin-2(1H)-yl)ethyl)phenyl)-4-oxo-4H-benzo[H]chromen-2-carboxamide